7-Cyclopentylspiro[chromene-2,1'-cyclobutane]-5-ol C1(CCCC1)C=1C=C(C=2C=CC3(CCC3)OC2C1)O